N-(3-(4-chlorophenyl)-1-(2,6-dichlorophenyl)-1H-pyrazol-5-yl)acetamide ClC1=CC=C(C=C1)C1=NN(C(=C1)NC(C)=O)C1=C(C=CC=C1Cl)Cl